hexahydrochromane O1CCCC2CCCCC12